(2-(1-ethyl-2,2-dimethyl-2,5-dihydro-1H-pyrrol-3-yl)thieno[2,3-b]pyridin-4-yl)benzo[d]thiazol-5-amine C(C)N1C(C(=CC1)C1=CC=2C(=NC=CC2C=2SC3=C(N2)C=C(C=C3)N)S1)(C)C